2-(4,7-dichloro-6-(4-((3S,4S)-3-fluoropiperidin-4-yl)phenyl)-2H-indazol-2-yl)-2-((R)-6-fluoro-6,7-dihydro-5H-pyrrolo[1,2-c]imidazol-1-yl)-N-(thiazol-2-yl)acetamide ClC=1C2=CN(N=C2C(=C(C1)C1=CC=C(C=C1)[C@H]1[C@@H](CNCC1)F)Cl)C(C(=O)NC=1SC=CN1)C1=C2N(C=N1)C[C@@H](C2)F